C1(CC1)C1=C(C(=NO1)C1=C(C=CC=C1Cl)Cl)C(=O)O[C@@H]1[C@H]2CN([C@@H](C1)C2)C=2SC1=C(N2)C(=CC(=C1)C(=O)O)F 2-((1r,4r,5s)-5-((5-cyclopropyl-3-(2,6-dichlorophenyl)isoxazole-4-carbonyl)oxy)-2-azabicyclo[2.2.1]Heptane-2-yl)-4-fluorobenzo[d]Thiazole-6-carboxylic acid